5-((2-((4-(6-bromo-1-methyl-3-nitro-2-oxo-1,2-dihydro-1,5-naphthyridin-4-yl)piperazin-1-yl)(4-fluorophenyl)methyl)-3-methylphenoxy)methyl)nicotinonitrile BrC=1N=C2C(=C(C(N(C2=CC1)C)=O)[N+](=O)[O-])N1CCN(CC1)C(C1=C(OCC=2C=NC=C(C#N)C2)C=CC=C1C)C1=CC=C(C=C1)F